9-octyl-fluorene-2-amine C(CCCCCCC)C1C2=CC=CC=C2C=2C=CC(=CC12)N